N-[(1R,3S)-3-{[6-fluoro-2-(trifluoromethyl)quinolin-4-yl]amino}cyclohexyl]-4-(N-methylmethanesulfonamido)benzamide FC=1C=C2C(=CC(=NC2=CC1)C(F)(F)F)N[C@@H]1C[C@@H](CCC1)NC(C1=CC=C(C=C1)N(S(=O)(=O)C)C)=O